(2R,3S,4S)-4-hydroxy-2-[(4-methoxyphenyl)methyl]pyrrolidin-3-yl 2-(3-chloro-4-fluorophenyl)acetate ClC=1C=C(C=CC1F)CC(=O)O[C@H]1[C@H](NC[C@@H]1O)CC1=CC=C(C=C1)OC